C(C)(=O)N[C@H]1C(O)O[C@@H]([C@@H]([C@@H]1O)O)C 6-deoxy-N-acetylgalactosamine